2-amino-2-(bicyclo[5.1.0]octan-4-yl)acetic acid NC(C(=O)O)C1CCC2CC2CC1